5-Amino-8-(2-furyl)-1-methyl-3-[2-[4-(4-tetrahydrofuran-3-yloxyphenyl)piperazin-1-yl]ethyl]-[1,2,4]triazolo[5,1-f]purin-2-one NN1C=NC(=C2N3C(N=C12)N(C(N3C)=O)CCN3CCN(CC3)C3=CC=C(C=C3)OC3COCC3)C=3OC=CC3